5-fluoro-6-(2-hydroxyethoxy)nicotinamide formate C(=O)O.FC=1C(=NC=C(C(=O)N)C1)OCCO